OC=1C=C(C=CC1)/C=C/C(=O)C1=C(C=C(C=C1)C)OC (E)-3-(3-Hydroxyphenyl)-1-(2-methoxy-4-methylphenyl)prop-2-en-1-one